3-hydroxy-4-(pyridin-2-yl)-1H-pyrazole-1-carboxylic acid tert-butyl ester C(C)(C)(C)OC(=O)N1N=C(C(=C1)C1=NC=CC=C1)O